NC=1C=C(C=C(C1)C(F)F)[C@@H](C)NC1=NC(=NC2=C3C(=C(C=C12)N1CCOCC1)CCC3)C |r| (R/S)-N-(1-(3-amino-5-(difluoromethyl)phenyl)ethyl)-2-methyl-6-morpholino-8,9-dihydro-7H-cyclopenta[H]quinazolin-4-amine